tetrahydropyran-3-yl-pyrazolo[3,4-d]Pyrimidin-4-amine O1CC(CCC1)C1=NNC2=NC=NC(=C21)N